FC1([C@H](CN(CC1)[C@H](C(=O)NC1=NC=C(N=C1)OC1=C(C=C(C=C1)F)F)C)C1=CNC(C(=C1)CN1CCOCC1)=O)F (S)-2-((S)-4,4-difluoro-3-(5-(morpholinomethyl)-6-oxo-1,6-dihydropyridin-3-yl)piperidin-1-yl)-N-(5-(2,4-difluorophenoxy)pyrazin-2-yl)propionamide